N-[3-(1,5-dimethyl-6-oxopyridin-3-yl)phenyl]methanesulfonamide CN1C=C(C=C(C1=O)C)C=1C=C(C=CC1)NS(=O)(=O)C